COC1C=NCC(=C1)C1=C(C=C(C=C1)C(=O)OC)C 3-methoxy-5-(4-(methoxycarbonyl)-2-methylphenyl)-3,6-dihydropyridine